(2S,3S)-2-(pyridin-4-yl)-3,4-dihydro-2H-1-benzopyran-3,5,7-triol N1=CC=C(C=C1)[C@@H]1OC=2C(C[C@@H]1O)=C(C=C(C2)O)O